2-((6-chloro-3-formylpyridin-2-yl)oxy)acetonitrile ClC1=CC=C(C(=N1)OCC#N)C=O